6,7-bis(2-methoxyethoxy)-4-quinolinamine COCCOC=1C=C2C(=CC=NC2=CC1OCCOC)N